FC=1C2(N(C3=CC=CC=C3C1)CC(C(N2)=O)(C)C)C2=CC=C(C#N)C=C2 4-(5-Fluoro-2,2-dimethyl-3-oxo-1,2,3,4-tetrahydro-4aH-pyrimido[1,2-a]quinolin-4a-yl)benzonitrile